NC(C)C=1C=CC(=NC1)N1C[C@@H](CCC1)N(C(OC(C)(C)C)=O)CC1CCC1 tert-butyl N-[(3R)-1-[5-(1-aminoethyl)-2-pyridyl]-3-piperidyl]-N-(cyclobutyl methyl)carbamate